NC1=NC=CC=C1C1=NC=2C(=NC(=CC2)N2N=CC=C2)N1C=1C=C2CC[C@@H](C2=CC1)NC(C1=C(C=C(C(=C1)O)O)F)=O N-[(1S)-5-[2-(2-aminopyridin-3-yl)-5-(pyrazol-1-yl)imidazo[4,5-b]pyridin-3-yl]-2,3-dihydro-1H-inden-1-yl]-2-fluoro-4,5-dihydroxybenzamide